methyl 2-(1H-pyrrolo[2,3-b]pyridin-5-yloxy)-4-(4-((5-(4-chlorophenyl)spiro[2.5]oct-5-en-6-yl)methyl)piperazin-1-yl)benzoate N1C=CC=2C1=NC=C(C2)OC2=C(C(=O)OC)C=CC(=C2)N2CCN(CC2)CC2=C(CC1(CC1)CC2)C2=CC=C(C=C2)Cl